C(C)(C)(C)OC(=O)N1C[C@@H](C2=C3C(=C(C=C12)O)OC(=N3)C)CCl (R)-8-(chloromethyl)-4-hydroxy-2-methyl-7,8-dihydro-6H-oxazolo[4,5-e]indole-6-carboxylic acid tert-butyl ester